ON1C(C2=CC=CC=C2C1=O)=O 2-Hydroxyisoindoline-1,3-dione